C(C=C)(=O)N1C[C@@](CC1)(C1=C(C(=CC=C1F)Cl)Cl)NC=1C(=C2C(N(C=NC2=CC1)C)=O)C |r| (rac)-6-((1-acryloyl-3-(2,3-dichloro-6-fluorophenyl)pyrrolidin-3-yl)amino)-3,5-dimethylquinazolin-4(3H)-one